C1(CC1)N1N=C(C=C1)C1=C(N2CCNC2=N1)C=1C=C2C(NC=NC2=CC1)=O 6-{3-(1-cyclopropyl-1H-pyrazol-3-yl)-1,4,6-triazabicyclo[3.3.0]octa-2,4-dien-2-yl}-3H-quinazolin-4-one